tributyl-(1-ethoxyvinyl)stannan C(CCC)[Sn](C(=C)OCC)(CCCC)CCCC